FC(C=1C=C(C=C(C1)C(F)(F)F)NC(C1=CC(=CC(=C1)C(F)(F)F)F)=O)(F)F N-(3,5-bis-trifluoromethyl-phenyl)-3-fluoro-5-trifluoromethyl-benzamide